3,5-di-tert-butylphenyl-boric acid C(C)(C)(C)C=1C=C(C=C(C1)C(C)(C)C)OB(O)O